FC=1C(=NC(NC1)=O)NC(C1=CC=CC=C1)=O N-(5-fluoro-2-oxo-1,2-dihydropyrimidin-4-yl)benzamide